N-(3-cyano-5-((3,3-difluorocyclobutyl)methyl)-6-methyl-4,5,6,7-tetrahydrothieno[3,2-c]pyridin-2-yl)-2-(4-(N-((3,3-difluorocyclobutyl)methyl)sulfamoyl)phenyl)acetamide C(#N)C1=C(SC2=C1CN(C(C2)C)CC2CC(C2)(F)F)NC(CC2=CC=C(C=C2)S(NCC2CC(C2)(F)F)(=O)=O)=O